(R)-5-((5-([1,2,4]triazolo[1,5-a]pyridin-6-yl)-4-methoxy-7H-pyrrolo[2,3-d]pyrimidin-2-yl)amino)-1-methylpiperidin-2-one N=1C=NN2C1C=CC(=C2)C2=CNC=1N=C(N=C(C12)OC)N[C@@H]1CCC(N(C1)C)=O